C(C)OC(=O)C=1C2=C(N=C(N1)N1C=NC=C1)C=C(N2)C 2-(1H-imidazol-1-yl)-6-methyl-5H-pyrrolo[3,2-d]pyrimidine-4-carboxylic acid ethyl ester